5-hydroxy-5-methyl-4-(p-tolyl)1H-pyrrol-2(5H)-one OC1(C(=CC(N1)=O)C1=CC=C(C=C1)C)C